FC(C(=O)O)(F)F.FC1=C(C=CC(=C1)N1CC2(C1)CNC2)C2(C(NC(CC2)=O)=O)C 3-(2-fluoro-4-(2,6-diazaspiro[3.3]heptan-2-yl)phenyl)-3-methylpiperidine-2,6-dione trifluoroacetate salt